((1-(cyanomethyl)cyclopropyl)methyl)-1H-benzo[d]imidazole-6-carboxylic acid methyl ester COC(=O)C=1C=CC2=C(N(C=N2)CC2(CC2)CC#N)C1